(5Z)-5-[[4-[2-[5-[(6,7-difluoro-4-methylsulfanyl-1H-indol-5-yl)oxy]-2-fluoro-phenyl]-1H-imidazol-4-yl]-4-methyl-chroman-8-yl]methylene]imidazolidine-2,4-dione FC1=C(C(=C2C=CNC2=C1F)SC)OC=1C=CC(=C(C1)C=1NC=C(N1)C1(CCOC2=C(C=CC=C12)\C=C/1\C(NC(N1)=O)=O)C)F